Cl.ClC=1C2=C(N=C(N1)C)CNC2 4-chloro-2-methyl-6,7-dihydro-5H-pyrrolo[3,4-d]pyrimidine hydrochloride